monoethyl 2-butene-1,4-dicarboxylate C(C=CCC(=O)[O-])C(=O)OCC